NC=1C2=C(N=CN1)N(C(=C2C2=C(C=C(C=C2)OC2=CC=CC=C2)Cl)C#CC2[C@@H]1CN(C[C@H]21)C(C=C)=O)C 1-((1R,5S,6s)-6-((4-amino-5-(2-chloro-4-phenoxyphenyl)-7-methyl-7H-pyrrolo[2,3-d]pyrimidin-6-yl)ethynyl)-3-azabicyclo[3.1.0]hexan-3-yl)prop-2-en-1-one